rac-N-(2-(4,4-difluorocyclohexyl)-4-(2,5-difluorophenyl)pyridin-3-yl)-6-(tetrahydro-2H-pyran-2-yl)nicotinamide FC1(CCC(CC1)C1=NC=CC(=C1NC(C1=CN=C(C=C1)[C@@H]1OCCCC1)=O)C1=C(C=CC(=C1)F)F)F |r|